C1(CC1)NC(=O)C=1C=C(C(N(C1)CC1=CC=C(C=C1)F)=O)C(=O)NC N5-cyclopropyl-1-(4-fluorobenzyl)-N3-methyl-2-oxo-1,2-dihydropyridine-3,5-dicarboxamide